(S)-7-(1-(4-amino-3-(4-cyclopropoxy-3-fluorophenyl)-1H-pyrazolo[3,4-d]pyrimidin-1-yl)ethyl)-6-(3-fluorophenyl)-3-methyl-5H-thiazolo[3,2-a]pyridin-5-one NC1=C2C(=NC=N1)N(N=C2C2=CC(=C(C=C2)OC2CC2)F)[C@@H](C)C=2C=C1N(C(C2C2=CC(=CC=C2)F)=O)C(=CS1)C